C(C)O[C@H]1CC[C@H](CC1)NC=1N=CC2=C(N1)NC=C2C2=CC=1N(C=C2)N=CC1C(=O)NCC(C)(C)F 5-(2-((cis-4-ethoxycyclohexyl)amino)-7H-pyrrolo[2,3-d]pyrimidin-5-yl)-N-(2-fluoro-2-methylpropyl)pyrazolo[1,5-a]pyridine-3-carboxamide